O1C=NC2=C1C=C(C=C2)N2C[C@H]1C([C@H]1C2)C2=NOC(=N2)CN2C=NC=1N=CN(C1C2=O)C 1-((3-((1R,5S,6r)-3-(benzo[d]oxazol-6-yl)-3-azabicyclo[3.1.0]hexane-6-yl)-1,2,4-oxadiazol-5-yl)methyl)-7-methyl-1,7-dihydro-6H-purin-6-one